N1=NC(=CC2=C1C1=C(CCC2)C=CC=C1)N1N=C(N=C1N)NC=1C=CC2=C(CC[C@H](CC2)N)C1 1-(6,7-dihydro-5H-benzo[6,7]cyclohepta[1,2-c]pyridazin-3-yl)-N3-((7S)-7-amino-6,7,8,9-tetrahydro-5H-benzo[7]annulene-2-yl)-1H-1,2,4-triazole-3,5-diamine